7-(4-cyclopropyl-1H-imidazol-1-yl)-6-methoxyisoquinoline-1(2H)-one C1(CC1)C=1N=CN(C1)C1=C(C=C2C=CNC(C2=C1)=O)OC